ClC1=NC(=C2C(=N1)N(N=C2CC)C)N 6-chloro-3-ethyl-methyl-1H-pyrazolo[3,4-d]pyrimidin-4-amine